ClC=1C=C(C=CC1F)N1CCC=2C=3C1=NC=NC3C=CC2NC(\C=C\CNC2CCC2)=O (E)-N-(4-(3-chloro-4-fluorophenyl)-5,6-dihydro-4H-pyrido[2,3,4-de]quinazolin-7-yl)-4-(cyclobutylamino)but-2-enamide